C(C)(C)(C)OC(C(CCOC)N1C(C=C(C(=C1)OC)C1=C(C=CC(=C1)Cl)C=1OC=NN1)=O)=O 2-{4-[5-chloro-2-(1,3,4-oxadiazol-2-yl)phenyl]-5-methoxy-2-oxopyridin-1(2H)-yl}-4-methoxybutyric acid tert-butyl ester